C[C@H]1CCC(NC1)C1=CC2=C(OC3(CC3)C(N2)=O)C=C1 6-((5S)-5-methylpiperidin-2-yl)spiro[benzo[b][1,4]oxazine-2,1'-cyclopropan]-3(4H)-one